3-(5-(4-(((1R,4r)-4-((R)-2-aminopropoxy)cyclohexyl)methyl)piperazin-1-yl)-3-methyl-2-oxo-2,3-dihydro-1H-benzo[d]imidazol-1-yl)piperidine-2,6-dione N[C@@H](COC1CCC(CC1)CN1CCN(CC1)C1=CC2=C(N(C(N2C)=O)C2C(NC(CC2)=O)=O)C=C1)C